C1(=CC=CC=C1)OCCO Ethylenglycol Phenyl ether